2,6-Dichlorophenyl 3-[2-(2-{3-oxo-3-[4,7,10-tris({[1-(benzyloxy)-6-oxo-1,6-dihydropyridin-2-yl]methyl})-1,4,7,10-tetraazacyclododecan-1-yl]propoxy}ethoxy) ethoxy]propanoate O=C(CCOCCOCCOCCC(=O)OC1=C(C=CC=C1Cl)Cl)N1CCN(CCN(CCN(CC1)CC=1N(C(C=CC1)=O)OCC1=CC=CC=C1)CC=1N(C(C=CC1)=O)OCC1=CC=CC=C1)CC=1N(C(C=CC1)=O)OCC1=CC=CC=C1